2-(3-Methoxyphenyl)quinoline COC=1C=C(C=CC1)C1=NC2=CC=CC=C2C=C1